1-tert-butyl-2-methyl-(4R)-4-fluoro-2-methyl-pyrrolidine C(C)(C)(C)N1C(C[C@H](C1)F)(C)C